ethyl 2-(4-(1-(tert-butoxycarbonyl)pyrrolidin-2-yl)-3-fluorophenyl)benzo[d]imidazo[2,1-b]thiazole-7-carboxylate C(C)(C)(C)OC(=O)N1C(CCC1)C1=C(C=C(C=C1)C=1N=C2SC3=C(N2C1)C=CC(=C3)C(=O)OCC)F